isopropyl 6-methyl-4-(3-nitrophenyl)-2-oxo-1,2,3,4-tetrahydropyrimidine-5-carboxylate CC1=C(C(NC(N1)=O)C1=CC(=CC=C1)[N+](=O)[O-])C(=O)OC(C)C